C[C@H](CCCCCC)O |r| (RS)-2-octanol